BrC1=CC(=CC=2C=COC21)N 7-bromobenzofuran-5-amine